(2S)-N-[(1S)-1-cyano-2-[5-(3-methyl-2-oxo-1,3-benzoxazol-5-yl)thieno[3,2-b]thiophen-2-yl]ethyl]-1,4-oxazepane-2-carboxamide C(#N)[C@H](CC1=CC2=C(S1)C=C(S2)C=2C=CC1=C(N(C(O1)=O)C)C2)NC(=O)[C@H]2OCCCNC2